(R)-N-((R)-azepan-4-yl)-2-methylpropane-2-sulfinamide N1CC[C@@H](CCC1)N[S@](=O)C(C)(C)C